ClC1=C(C(=CC=C1)C(F)(F)F)COC=1C=NC(=NC1)N1N=NC(=C1)C1=NC=CC=C1 5-{[2-chloro-6-(trifluoromethyl)phenyl]methoxy}-2-[4-(pyridin-2-yl)-1,2,3-triazol-1-yl]pyrimidine